FC=1C(=CC2=C([C@@H](C[C@@H](O2)C(=O)NC23CC(C2)(C3)N3N=CC(=C3)C(=O)N3CC(C3)COC(F)(F)F)O)C1)F (2R,4R)-6,7-difluoro-4-hydroxy-N-[3-(4-{3-[(trifluoromethoxy)methyl]azetidine-1-carbonyl}-1H-pyrazol-1-yl)bicyclo[1.1.1]pentan-1-yl]-3,4-dihydro-2H-1-benzopyran-2-carboxamide